C(CCCCCCC\C=C/CCCCCCCC)(=O)OCCCCCCCCCCCCCCCC.C(CCCCCCC\C=C/CCCCCCCC)(=O)OCCCCCCCCCCCCCCCC dicetyl dioleate